ClC1=NC=C(C(=N1)NC1=CC(=C(C=C1)F)C(F)(F)F)Cl 2,5-dichloro-N-(4-fluoro-3-(trifluoromethyl)phenyl)pyrimidin-4-amine